C(C)(=O)N[C@H]1CC[C@H](CC1)N1N=CC(=C1C(=O)NC1=C(C=C(C=C1)OCC1=CC=CC=C1)C)Cl 1-(cis-4-acetamidocyclohexyl)-N-(4-(benzyloxy)-2-methylphenyl)-4-chloro-1H-pyrazole-5-carboxamide